1-allyl-3-methylimidazolium glycinate NCC(=O)[O-].C(C=C)N1C=[N+](C=C1)C